2',2'''-(Pyridine-2,6-diyl)bis(3-(1-adamantyl)-5-(trimethylsilyl)-[1,1'-biphenyl]-2-ol) N1=C(C=CC=C1C1=C(C=CC=C1)C=1C(=C(C=C(C1)[Si](C)(C)C)C12CC3CC(CC(C1)C3)C2)O)C2=C(C=CC=C2)C=2C(=C(C=C(C2)[Si](C)(C)C)C23CC1CC(CC(C2)C1)C3)O